ClC(CP(=O)(CC(Cl)(Cl)Cl)Cl)(Cl)Cl bis(trichloroethyl)phosphoryl chloride